C(N)(OCC(N1C=C(C2=C1N=CN=C2N)I)C(C)(C)C)=O (tert-butyl 2-(4-amino-5-iodo-7H-pyrrolo[2,3-d]pyrimidin-7-yl) ethyl) carbamate